ClC1=CC(=C2C(=N1)CCC2)Cl 2,4-dichloro-6,7-dihydro-5H-cyclopenta[b]pyridine